(R)-methyl-9-((4-((1-(4-bromothiophen-2-yl)ethyl)amino)-6-methoxy-2-methylquinazolin-7-yl)oxy)nonanoate COC(CCCCCCCCOC1=C(C=C2C(=NC(=NC2=C1)C)N[C@H](C)C=1SC=C(C1)Br)OC)=O